C(CCCC)C=1C(CCC1)=O 2-pentyl-2-cycloPentenone